cobalt-aluminum-tungsten [W].[Al].[Co]